(E)-3-(3-bromo-4-methoxyphenyl)-1-(2-hydroxy-4,6-dimethoxyphenyl)prop-2-en-1-one BrC=1C=C(C=CC1OC)/C=C/C(=O)C1=C(C=C(C=C1OC)OC)O